C1(=CC=CC2=CC=CC=C12)C1=C2C(=C(C(=C(C2=CC2=C(C(=C(C(=C12)[2H])[2H])[2H])[2H])[2H])[2H])[2H])[2H] (naphthalen-1-yl)anthracene-1,2,3,4,5,6,7,8-d8